CN1N=C(C=CC1=O)NC(=O)N1CCC(CC1)COC1=C(C=CC=C1)C(F)(F)F N-(1-methyl-6-oxo-1,6-dihydropyridazin-3-yl)-4-((2-(trifluoromethyl)phenoxy)methyl)piperidine-1-carboxamide